8-bromo-1-ethyl-7-fluoroquinolin-2(1H)-one BrC=1C(=CC=C2C=CC(N(C12)CC)=O)F